1-(2-methoxyethyl)-3-methyl-1H-indazol-6-amine COCCN1N=C(C2=CC=C(C=C12)N)C